5,6-dichloro-3-(1-nitropropan-2-yl)-1H-indole ClC=1C=C2C(=CNC2=CC1Cl)C(C[N+](=O)[O-])C